(Z)-2-(5-bromo-1H-indol-3-yl)-3-(4-(2-(dimethylamino)ethylthio)pyridin-3-yl)-acrylonitrile BrC=1C=C2C(=CNC2=CC1)/C(/C#N)=C/C=1C=NC=CC1SCCN(C)C